C(#N)C1=CC=C2C=CN(C2=C1)CC=1N=CN(C1)C(C(=O)O)CCC (4-((6-cyano-1H-indol-1-yl)methyl)-1H-imidazol-1-yl)pentanoic acid